1-(4-(1-(3-acetylphenyl)-1H-benzo[d]imidazol-6-yl)phenyl)-3-(2-(dimethylamino)ethyl)urea C(C)(=O)C=1C=C(C=CC1)N1C=NC2=C1C=C(C=C2)C2=CC=C(C=C2)NC(=O)NCCN(C)C